C(C)(C)N1CC2=CC(=C(C=C2CC1)OC)NC=1N=NC(=C(N1)NC1=C(C=CC=C1)OC)C(=O)N ((2-isopropyl-6-methoxy-1,2,3,4-tetrahydroisoquinolin-7-yl)amino)-5-((2-methoxyphenyl)amino)-1,2,4-triazine-6-carboxamide